C(#C)C=1SC=C(N1)NC(C=CC1=CC=CC=C1)=O N-(2-ethynylthiazol-4-yl)cinnamamide